(S)-2-(4-chloro-3-fluorophenyl)-3-(cyclopentylmethylamino)-1-(4-((5R,7R)-7-hydroxy-5-methyl-6,7-dihydro-5H-cyclopenta[d]pyrimidin-4-yl)piperazin-1-yl)propan-1-one ClC1=C(C=C(C=C1)[C@H](C(=O)N1CCN(CC1)C=1C2=C(N=CN1)[C@@H](C[C@H]2C)O)CNCC2CCCC2)F